[Cl-].C(CCCCCC)N1C=[N+](C=C1)C 1-heptyl-3-methylimidazolium chloride salt